CC=1C=CC=C2C=CC=C(C12)N1CC=2N=C(N=C(C2CC1)N1C[C@@H](NCC1)CC#N)OC1(CC1)[C@H]1N(CCC1)C 2-((S)-4-(7-(8-methylnaphthalen-1-yl)-2-(1-((S)-1-methylpyrrolidin-2-yl)cyclopropyloxy)-5,6,7,8-tetrahydropyrido[3,4-d]pyrimidin-4-yl)piperazin-2-yl)acetonitrile